[Li].[Al].[Eu].C1(CCC(N1C(CCCCOCCC)C(=O)O)=O)=O 1-(succinimidyl-carboxypentyloxy)propane europium-aluminum lithium